CN(C)CC1CCN(CC1)S(=O)(=O)N[C@@H](C(C)C1=C(C(=CC=C1F)C)C)C=1OC(NN1)=O 4-((dimethylamino)methyl)-N-((1S)-2-(6-fluoro-2,3-dimethylphenyl)-1-(5-oxo-4,5-dihydro-1,3,4-oxadiazol-2-yl)propyl)piperidine-1-sulfonamide